C(C1=CC=CC=C1)SC=1C=CC(N(C1)C)=O 5-(benzylthio)-1-methyl-1,2-dihydropyridin-2-one